(E)-5-(2-bromovinyl)-1-β-D-arabinosyluracil Br/C=C/C=1C(NC(N(C1)[C@H]1[C@@H](O)[C@H](O)[C@H](O)CO1)=O)=O